benzyl ((5-phenyl-3H-imidazo[4,5-b]pyridin-2-yl)methyl)carbamate C1(=CC=CC=C1)C1=CC=C2C(=N1)NC(=N2)CNC(OCC2=CC=CC=C2)=O